C(C)(C)N(P(OCCN1C2=NC=NC=C2N=C1COC(C1=CC=CC=C1)(C1=CC=C(C=C1)OC)C1=CC=C(C=C1)OC)OCCC#N)C(C)C 2-(8-((Bis(4-methoxyphenyl)(phenyl)methoxy)methyl)-9H-purin-9-yl)ethyl (2-cyanoethyl) diisopropylphosphoramidite